C(C)(C)(C)[SiH2][SiH2][SiH3] tert-butyltrisilane